ClC1=CC=C(C=C1)N1N=C(N=C1)C(=O)NC1=CC=C(C=C1)C(F)(F)F 1-(4-chlorophenyl)-N-(4-(trifluoromethyl)phenyl)-1H-1,2,4-triazole-3-carboxamide